O(CN1COC(C1)C)CN1COC(C1)C 3,3'-(oxybis(methylene))bis(5-methyl-oxazolidine)